2-(NAPHTHALEN-1-YL)PHENYLBORONIC ACID C1(=CC=CC2=CC=CC=C12)C1=C(C=CC=C1)B(O)O